5-(1-(difluoromethyl)-1H-pyrazol-3-yl)-4'-fluoro-[1,1'-biphenyl]-3-carbonitrile FC(N1N=C(C=C1)C=1C=C(C=C(C1)C1=CC=C(C=C1)F)C#N)F